(S)-N-(1-(5-(3,5-dimethylphenyl)-1,3,4-oxadiazol-2-yl)ethyl)-3-hydroxy-4-methoxypicolinamide CC=1C=C(C=C(C1)C)C1=NN=C(O1)[C@H](C)NC(C1=NC=CC(=C1O)OC)=O